1-(6-aminopyridin-3-yl)-3-(morpholinomethyl)piperidin-3-ol NC1=CC=C(C=N1)N1CC(CCC1)(O)CN1CCOCC1